ClC1=C(C(=CC=C1)C)N1C(SC=C1)NC1=NC(=NC(=C1)C)C N-(2-chloro-6-methylphenyl)-2-[(2,6-dimethylpyrimidin-4-yl)amino]-1,3-thiazole